1-(4-Fluoro-3-(4-(Cyclopentylcarbonyl)piperazine-1-carbonyl)benzyl)quinazoline-2,4(1H,3H)-dione FC1=C(C=C(CN2C(NC(C3=CC=CC=C23)=O)=O)C=C1)C(=O)N1CCN(CC1)C(=O)C1CCCC1